1,2-bis(4'-formylphenyl)acetylene C(=O)C1=CC=C(C=C1)C#CC1=CC=C(C=C1)C=O